ClC1=C(C(=O)OC)C=C(C(=C1)O)C1=C(SC=C1)CCO methyl 2-chloro-4-hydroxy-5-(2-(2-hydroxyethyl)thiophen-3-yl)benzoate